ClC1=CC(=CC(=N1)OCCCOC1=C(C=CC(=C1)F)C1=CC(=NC=C1F)N)CSC 4-[2-[3-[[6-chloro-4-(methylsulfanylmethyl)-2-pyridyl]oxy]propoxy]-4-fluoro-phenyl]-5-fluoro-pyridin-2-amine